FC(C=1C=C(C=CC1)[C@@H](C)N)(C1OCCC1)F (1R)-1-(3-(difluoro(tetrahydrofuran-2-yl)methyl)phenyl)ethane-1-amine